C(C1=CC=CC=C1)OCCC(CNC(OC(C)(C)C)=O)CNC(OC(C)(C)C)=O Di-tert-butyl (2-(2-(benzyloxy)ethyl)propane-1,3-diyl)dicarbamate